tert-butyl 4-(3,4-dihydro-2H-1,4-benzoxazin-8-yl)piperazine-1-carboxylate O1CCNC2=C1C(=CC=C2)N2CCN(CC2)C(=O)OC(C)(C)C